2,4,6-trimethylbenzoyldiphenylphosphite CC1=C(C(=O)OP([O-])([O-])(C2=CC=CC=C2)C2=CC=CC=C2)C(=CC(=C1)C)C